C(C)OC(=O)C1CC2=CC(=CC(=C2C1)Cl)O 4-chloro-6-hydroxy-2,3-dihydro-1H-indene-2-carboxylic acid ethyl ester